IC1=CC=C(C=C1)C=1OCC(N1)CN1C(=NC=C1)[C@H](C)OC1OCCCC1 2-(4-iodophenyl)-4-((2-((1S)-1-((tetrahydro-2H-pyran-2-yl)oxy)ethyl)-1H-imidazol-1-yl)methyl)-4,5-dihydrooxazol